C(#N)C=1C=CC(=NC1)N1N=CC(=C1)C=1OC2=C(C=C(C=C2C(C1)=O)C)C(C)NC1=C(C(=O)O)C=CC=C1 2-[1-[2-[1-(5-Cyano-2-pyridyl)pyrazol-4-yl]-6-methyl-4-oxo-chromen-8-yl]ethylamino]benzoic acid